N1C(=S)NC(=S)NC1=S trithio-cyanuric acid